(2R)-5-[(benzyloxy)imino]-2-{[(tert-butoxy)carbonyl]amino}-6-chlorohexanoic acid ethyl ester C(C)OC([C@@H](CCC(CCl)=NOCC1=CC=CC=C1)NC(=O)OC(C)(C)C)=O